tert-butyl (3S,4S)-4-fluoro-3-(2-fluoro-4-((2-(2-methoxyethoxy)ethyl)amino)-5-nitrobenzamido)piperidine-1-carboxylate F[C@@H]1[C@H](CN(CC1)C(=O)OC(C)(C)C)NC(C1=C(C=C(C(=C1)[N+](=O)[O-])NCCOCCOC)F)=O